4-Chloro-3-ethylpyridine ClC1=C(C=NC=C1)CC